2-amino-9-((2R,3R,4R,5R)-5-(((tert-butyldimethylsilyl)oxy)methyl)-3-fluoro-4-((2-sulfido-1,3,2-dithiaphospholan-2-yl)oxy)tetrahydrofuran-2-yl)-1,9-dihydro-6H-purin-6-one NC=1NC(C=2N=CN(C2N1)[C@@H]1O[C@@H]([C@H]([C@H]1F)OP1(SCCS1)=S)CO[Si](C)(C)C(C)(C)C)=O